ClC(C(F)(F)Cl)(Cl)Cl 1,1,1,2-tetrachloro-2,2-difluoroethane